C(C1=CC=CC=C1)OC1=C(C(=CC(=C1)O)O)C(=O)N1CC2=CC=C(C=C2C1)CN1CCOCC1 (2-(Benzyloxy)-4,6-dihydroxyphenyl)(5-(morpholinomethyl)isoindolin-2-yl)methanone